(6-(5-(7-Ethyl-7H-imidazo[4,5-c]pyridazin-4-yl)-2-fluorophenyl)-7-methoxyimidazo[1,2-a]pyridin-3-yl)methanol C(C)N1C=NC2=C1N=NC=C2C=2C=CC(=C(C2)C=2C(=CC=1N(C2)C(=CN1)CO)OC)F